NC1C=C(C(=O)C2=CC(=CC=C2)N)C=CC1(Cl)Cl 3,3'-diamino-4,4-dichlorobenzophenone